1-methyl-4-(2-methylbutan-3-yn-2-yl)piperazine CN1CCN(CC1)C(C)(C#C)C